5-[(9aS)-octahydropyrazino[2,1-c][1,4]oxazin-8-yl]-16-fluoro-7,11-dioxa-19,22,23-triazapentacyclo[16.5.2.12,6.012,17.021,24]hexacosa-1(23),2,4,6(26),12(17),13,15,18,20,24-decaene C1OCCN2[C@H]1CN(CC2)C2=CC=C1C3=NNC4=CN=C(C=5C(=CC=CC5OCCCOC2=C1)F)C=C34